2,2-bis(4-amino-3-isopropylphenyl)propane NC1=C(C=C(C=C1)C(C)(C)C1=CC(=C(C=C1)N)C(C)C)C(C)C